N-(m-tolyl)methyl-(5s,8s)-8-[1-(2-hydroxyethyl)-4-pyrazolylamino]-2-aza-2-spiro[4.5]decanecarboxamide C1(=CC(=CC=C1)CNC(=O)N1CC2(CC1)CCC(CC2)NC=2C=NN(C2)CCO)C